3-(4-(6-(difluoromethoxy)-2,4-dimethylpyridin-3-yl)phenyl)-N-(4-fluorophenyl)oxetane-3-carboxamide FC(OC1=CC(=C(C(=N1)C)C1=CC=C(C=C1)C1(COC1)C(=O)NC1=CC=C(C=C1)F)C)F